(R)-N-(3-((3-amino-5-(1-amino-3,3-difluoro-8-azaspiro[4.5]decan-8-yl)pyrazin-2-yl)thio)-2-chlorophenyl)-2-hydroxy-4-oxo-6,7,8,9-tetrahydro-4H-pyrido[1,2-a]pyrimidine-3-carboxamide NC=1C(=NC=C(N1)N1CCC2(CC(C[C@H]2N)(F)F)CC1)SC=1C(=C(C=CC1)NC(=O)C1=C(N=C2N(C1=O)CCCC2)O)Cl